C(N)(=O)CNC(C(CN1C(N(C2(C1)CCC(CC2)(C2=CC=CC=C2)NC)CC2CCC2)=O)(C)C)=O CIS-N-(Carbamoyl-methyl)-3-[1-(cyclobutyl-methyl)-8-methylamino-2-oxo-8-phenyl-1,3-diazaspiro[4.5]decan-3-yl]-2,2-dimethyl-propionamide